C(C)OC(=O)C=1C(N(N=C(C1)C1=CC=C(C=C1)Cl)C=1C=NN(C1)C)(C)O 6-(4-chlorophenyl)-3-hydroxy-3-methyl-2-(1-methyl-1H-pyrazol-4-yl)-2,3-dihydropyridazine-4-carboxylic acid ethyl ester